1-phenyl-3-(2-thienyl)-1,3-propanedione C1(=CC=CC=C1)C(CC(=O)C=1SC=CC1)=O